COC(=O)C(C(CC)C)NS(=O)(=O)C1=CC=C(C(=O)O)C=C1 4-[N-(1-methoxycarbonyl-2-methylbutyl)sulfamoyl]Benzoic acid